NC1=C(C=O)C(=CC(=C1)Br)C 2-amino-4-bromo-6-methylbenzaldehyde